COC1=CC(=C2C=C(C(=[O+]C2=C1)C3=CC(=C(C=C3)O)OC)O)O The molecule is an anthocyanidin cation consisting of benzopyrylium with hydroxy substituents at positions 3 and 5, a methoxy group at position 7 and a 4-hydroxy-3-methoxyphenyl group at position 2. It has a role as a plant metabolite.